OCCN1N=C(C=2C1=C(N=CC2)CNC(OC(C)(C)C)=O)C2=CC=C(C=C2)C(C)C tert-butyl ((1-(2-hydroxyethyl)-3-(4-isopropylphenyl)-1H-pyrazolo[3,4-c]pyridin-7-yl)methyl)carbamate